C(C)(C)(C)OC(=O)N1[C@H](CN(CC1)C1=NC(=NC2=CC=C(C=C12)Br)Cl)CC#N (S)-4-(6-bromo-2-chloroquinazolin-4-yl)-2-(cyanomethyl)piperazine-1-carboxylic acid tert-butyl ester